cyclobutyl N-[4-chloro-2-[[(1S)-3-(methylamino)-1-[[(3S,5R)-5-methyl-2-oxo-pyrrolidin-3-yl]methyl]-2,3-dioxo-propyl]carbamoyl]phenyl]carbamate ClC1=CC(=C(C=C1)NC(OC1CCC1)=O)C(N[C@H](C(C(=O)NC)=O)C[C@H]1C(N[C@@H](C1)C)=O)=O